C(C)(C)(C)OC(COCC1CCN(CC1)CCOC1=NC2=C(C(=C(C=C2C(=N1)N1[C@H](CN(CC1)C(=O)OC(C)(C)C)C)Cl)C1=CC(=CC2=CC=CC=C12)O)F)=O tert-butyl (3S)-4-[2-[2-[4-[(2-tert-butoxy-2-oxo-ethoxy)methyl]-1-piperidyl]ethoxy]-6-chloro-8-fluoro-7-(3-hydroxy-1-naphthyl)quinazolin-4-yl]-3-methyl-piperazine-1-carboxylate